C(C1=CC=CC=C1)N(C(O)=O)CCCCC(C(=O)N)N(C(O)=O)C(C)(C)C.FC1=CC(=C(OC2=NC=C(C=C2C(=O)NC=2C=NC=CC2)C(F)(F)F)C=C1)OC 2-(4-fluoro-2-methoxy-phenoxy)-N-(3-pyridyl)-5-(trifluoromethyl)pyridine-3-carboxamide benzyl-tert-butyl-(6-amino-6-oxohexane-1,5-diyl)dicarbamate